N-((1S,3S)-3-(5-amino-4-carbamoyl-3-(4-phenoxyphenyl)-1H-pyrazol-1-yl)cycloheptyl)-N-methyl-1H-1,2,4-triazole-1-carboxamide NC1=C(C(=NN1[C@@H]1C[C@H](CCCC1)N(C(=O)N1N=CN=C1)C)C1=CC=C(C=C1)OC1=CC=CC=C1)C(N)=O